tert-butyl (S)-3-((1-(7-bromo-4-(oxazol-5-yl)quinolin-2-yl)pyrrolidin-2-yl)methoxy)propanoate BrC1=CC=C2C(=CC(=NC2=C1)N1[C@@H](CCC1)COCCC(=O)OC(C)(C)C)C1=CN=CO1